FC=1C=C2C(=NC(=NC2=C(C1)F)OC[C@]12CCCN2C[C@@H](C1)F)OCC(F)(F)F 6,8-difluoro-2-(((2R,7aS)-2-fluorohexahydro-1H-pyrrolizin-7a-yl)methoxy)-4-(2,2,2-trifluoroethoxy)quinazoline